CN1CCC(CC1)CCNC(=O)C=1C=C(C=C(C1)C(=O)OC)C(=O)OC dimethyl 5-[2-(1-methyl-4-piperidyl)ethylcarbamoyl]benzene-1,3-dicarboxylate